FC1([C@@H]([C@@H](CN(C1)C1=NC=CC(=N1)NC=1N=CC2=C(C=NC(=C2C1)C(C)C)N1[C@@H]([C@H](C1)CS(=O)(=O)C)C)O)OC)F (3R,4R)-5,5-difluoro-1-[4-({8-[(2R,3S)-3-(methanesulfonylmeth-yl)-2-methylazetidin-1-yl]-5-(propan-2-yl)-2,6-naphthyridin-3-yl}amino)pyrimidin-2-yl]-4-methoxypiperidin-3-ol